ClC1=C(C(=O)OCC)C=C(C(=C1)F)N1C(N(C(N(C1=O)C)=S)C)=O ethyl 2-chloro-5-(3,5-dimethyl-2,6-dioxo-4-thioxo-1,3,5-triazin-1-yl)-4-fluoro-benzoate